CC(C(=O)N)(C)NC(=O)C1=C(SC2=C1C=C(C=C2)OCC2=NC=CC=C2)C 2-methyl-2-({2-methyl-5-[(pyridin-2-yl)methoxy]-1-benzothiophen-3-yl}formamido)propanamide